C1(=CC=CC=C1)C=1C(=C(C=CC1NC=1C=CC=2N(C3=CC=CC=C3C2C1)C1=CC=CC=C1)C1=CC=C(C=C1)NC=1C=CC=2N(C3=CC=CC=C3C2C1)C1=CC=CC=C1)C1=CC=CC=C1 diphenyl-N,N'-bis(9-phenyl-9H-carbazol-3-yl)-biphenyl-4,4'-diamine